methyl 4-[7-({6-methylimidazo[1,2-a]pyridin-2-yl}methyl)-8-oxo-7,8-dihydro-2,7-naphthyridin-4-yl]benzoate CC=1C=CC=2N(C1)C=C(N2)CN2C=CC=1C(=CN=CC1C2=O)C2=CC=C(C(=O)OC)C=C2